FC=1C=C2C(CCOC2=C(C1O[C@H](C1=CC=NC=C1)C1=CC(=C(C=C1)OC)F)C)=O (R,S)-6-Fluoro-7-((3-fluoro-4-methoxyphenyl)(pyridin-4-yl)methoxy)-8-methylchroman-4-one